N[C@H]1C[C@H](N(CC1)C(=O)N1CC2(CCCC2)[C@@H](CC1)CN1C=NC(=CC1=O)C1=C(C=CC=C1)C)C1=CC(=CC=C1)F 3-(((R)-7-((2s,4R)-4-amino-2-(3-fluorophenyl)piperidine-1-carbonyl)-7-azaspiro[4.5]dec-10-yl)methyl)-6-(o-tolyl)pyrimidin-4(3H)-one